N-methyl-3-aminopropyl (trimethylsilyl) trisiloxane (5-(4-(4-(2-chloro-5-fluorophenoxy)piperidin-1-yl)phenyl)-1,3,4-thiadiazol-2-yl)methyl butyrate C(CCC)(=O)OCC=1SC(=NN1)C1=CC=C(C=C1)N1CCC(CC1)OC1=C(C=CC(=C1)F)Cl.CNCCC[SiH](O[SiH2]O[SiH3])[Si](C)(C)C